butyl N-(4-fluoropiperidine-4-carbonyl)-N-methyl-L-valinate FC1(CCNCC1)C(=O)N([C@@H](C(C)C)C(=O)OCCCC)C